ClC1=CC=C(C(=N1)C(=O)O)N[C@H](C)C1=C2N=C(C(=NC2=CC(=C1)C)C#N)N1CCN(CC1)C1=CC=C(C2=CC(=CC=C12)C#N)C#N (R)-6-chloro-3-((1-(2-cyano-3-(4-(4,6-dicyanonaphthalen-1-yl)piperazin-1-yl)-7-methylquinoxalin-5-yl)ethyl)amino)picolinic acid